N-(4-(N-(2-(cyclohex-1-en-1-yl)ethyl)sulfamoyl)phenyl)-3-iodo-4-methoxybenzamide C1(=CCCCC1)CCNS(=O)(=O)C1=CC=C(C=C1)NC(C1=CC(=C(C=C1)OC)I)=O